C(C)(C)(C)C1(NC(N(C1)CC1=CC2=CC=C(C=C2C=C1[N+](=O)[O-])OC)(C(=O)O)CC)C(=O)O 4-(tert-butyl)2-ethyl-1-((6-methoxy-3-nitronaphthalen-2-yl)methyl)-1H-imidazole-2,4-dicarboxylic acid